C(C1=CC=CC=C1)N1C(NC2=C1C=CS2)=O benzyl-1H-thieno[2,3-D]imidazol-2(3H)-one